ClC1=CC=C2C(=NC(N(C2=C1)C=1C=C(C#N)C=CC1)=O)N(C)C 3-(7-Chloro-4-(dimethylamino)-2-oxoquinazolin-1(2H)-yl)benzonitrile